O=C1N(CC2=CC(=CC=C12)OC1C(CCCC1)N1CC(C1)C1=CN=NC=C1)C1C(NC(CC1)=O)=O 3-(1-oxo-5-((2-(3-(pyridazin-4-yl)azetidin-1-yl)cyclohex-yl)oxy)isoindolin-2-yl)piperidine-2,6-dione